6-({4-carboxy-7-hexyl-5H,6H,7H,8H,1H-cyclohepta[b]indol-5-yl}methyl)pyridine-2-carboxylic acid C(=O)(O)C1=CCCC=2C3=C(N(C12)CC1=CC=CC(=N1)C(=O)O)CC(CC=C3)CCCCCC